5-(4-(4-isopropylpiperazin-1-yl)phenyl)-6-(1-methyl-1H-pyrazol-4-yl)-7,8-dihydronaphthalen C(C)(C)N1CCN(CC1)C1=CC=C(C=C1)C=1C=2C=CC=CC2CCC1C=1C=NN(C1)C